C(C)NCC(OC)OC N-ethyl-2,2-dimethoxy-ethanamine